1-(2-methylpropyl)propylene sodium(I) [Na+].CC(CC=CC)C